ClC=1C=CC=2N(N1)C(=CN2)C=2C=NC=NC2 6-chloro-3-(pyrimidin-5-yl)imidazo[1,2-b]pyridazine